C(C)[C@@]12O[C@@H](C[C@@](C[C@@H]1C)(O2)C)C (1S,3R,5R,7S)-1-Ethyl-3,5,7-trimethyl-2,8-dioxabicyclo[3.2.1]octane